ClC1=CC=C2C(=CNC2=C1)C1N(C(C2=CC=CC=C2C1C(NCCOC)=O)=O)C(C(=O)O)C1=CC=C(C=C1)Cl [3-(6-Chloro-1H-indol-3-yl)-4-(2-methoxy-ethylcarbamoyl)-1-oxo-3,4-dihydro-1H-isoquinolin-2-yl]-(4-chloro-phenyl)-acetic acid